methyl 2-(5-chlorothiophen-2-yl)-1-(2,4-dimethoxybenzyl)-5-oxo-3-(p-tolylthio)pyrrolidine-3-carboxylate ClC1=CC=C(S1)C1N(C(CC1(C(=O)OC)SC1=CC=C(C=C1)C)=O)CC1=C(C=C(C=C1)OC)OC